The molecule is a 1-acyl-sn-glycero-3-phosphoethanolamine in which the acyl group is specified as linoleoyl. It has a role as a human metabolite. It derives from a linoleic acid. It is a tautomer of a 1-linoleoyl-sn-glycero-3-phosphoethanolamine zwitterion. CCCCC/C=C\\C/C=C\\CCCCCCCC(=O)OC[C@H](COP(=O)(O)OCCN)O